[C@@H]1([C@H](O)[C@@H](O)[C@H](O)[C@H](O1)CO)C(O)[C@H](N)[C@H](O)\C=C\CCCCCCCCCCCCC 1-β-D-Glucosylsphingosine